C(C=C)(=O)O.C(C=C)(=O)O.C(CCC(=O)O)(=O)O succinic acid diacrylate